FC1=C(C=CC(=C1)F)[C@@H]1N(CCC1)C1=NC=2N(C=C1)N=CC2C2=CC=CC(=N2)N2CCC(CC2)N(C)CC2=CC(=C(C=C2)C2C(NC(CC2)=O)=O)F 3-(4-(((1-(6-(5-((R)-2-(2,4-difluorophenyl)pyrrolidin-1-yl)pyrazolo[1,5-a]pyrimidin-3-yl)pyridin-2-yl)piperidin-4-yl)(methyl)amino)methyl)-2-fluorophenyl)piperidine-2,6-dione